OC(CN1C=C([C@H]2[C@H](O)[C@H](O)[C@@H](CO)O2)C(NC1=O)=O)C 1-(2-Hydroxypropyl)pseudouridine